C(C)(C)(C)C1=NC(=NO1)C(=O)NCC1=C(C=C(C=C1)C1=NC=NN2C1=CC=C2)C 5-(tert-butyl)-N-(2-methyl-4-(pyrrolo[2,1-f][1,2,4]triazin-4-yl)benzyl)-1,2,4-oxadiazole-3-carboxamide